3-{[(2-chloro-6,7-dimethoxyquinazolin-4-yl)amino]methyl}-4,6-dimethylpyridin-2(1H)-one ClC1=NC2=CC(=C(C=C2C(=N1)NCC=1C(NC(=CC1C)C)=O)OC)OC